N-(2,5-difluorobenzyl)-N-(4-fluorobenzyl)-4-(3-(pyridin-4-ylmethyl)ureido)benzenesulfonamide FC1=C(CN(S(=O)(=O)C2=CC=C(C=C2)NC(=O)NCC2=CC=NC=C2)CC2=CC=C(C=C2)F)C=C(C=C1)F